N-cyclobutyl-8-morpholino-6-[(2E)-2-(m-tolylmethylene)hydrazino]imidazo[1,2-a]pyrazine-2-carboxamide C1(CCC1)NC(=O)C=1N=C2N(C=C(N=C2N2CCOCC2)N/N=C/C=2C=C(C=CC2)C)C1